N[C@@H](C(=O)O)C (2R)-2-aminopropionic acid